N-(3-methoxy-4-(3-chlorobenzamido)phenyl)-6-chloroquinoline-4-carboxamide COC=1C=C(C=CC1NC(C1=CC(=CC=C1)Cl)=O)NC(=O)C1=CC=NC2=CC=C(C=C12)Cl